OC(CCCC)C1CCCC1 2-(1-hydroxypentyl)-cyclopentane